7-bromo-6-chloro-3-cyclopropylimidazo[1,2-a]pyridine BrC1=CC=2N(C=C1Cl)C(=CN2)C2CC2